FC1=C(C(=CC=C1)C(F)(F)F)C1CCN(CC1)C(=O)C1=NNC=2CN(CCC21)C(C)=O 1-(3-(4-(2-fluoro-6-(trifluoromethyl)phenyl)piperidine-1-carbonyl)-4,5-dihydro-1H-pyrazolo[3,4-c]pyridin-6(7H)-yl)ethanone